Ethyl 2-(2H-1,2,3-triazol-2-yl)acetate N=1N(N=CC1)CC(=O)OCC